methyl 5,6,7,8-tetrahydro-4H-pyrazolo[1,5-a]azepine-2-carboxylate N1=C(C=C2N1CCCCC2)C(=O)OC